FC1=C2C=C(C=NC2=CC(=C1C(C)N1N=NC=2C1=NC(=CN2)C2=CC(=C(C(=O)N)C=C2)F)F)C=2C=NN(C2)C 4-(1-(1-(5,7-difluoro-3-(1-methyl-1H-pyrazol-4-yl)quinolin-6-yl)ethyl)-1H-[1,2,3]triazolo[4,5-b]pyrazin-6-yl)-2-fluorobenzamide